CN1CCN(CC1)CC=1C=C(C=C(C1)C(F)(F)F)NC1=NC=C(C(=N1)N1OCCC1C1=CC=CC=C1)C(F)(F)F N-(3-((4-methylpiperazin-1-yl)methyl)-5-(trifluoromethyl)phenyl)-4-(3-phenylisoxazolidine-2-yl)-5-(trifluoromethyl)pyrimidin-2-amine